5-methyl-6-(3-((3-methylpyridin-4-yl)amino)-7,8-dihydro-1,6-naphthyridin-6(5H)-yl)pyridazine-3-carbonitrile CC=1C=C(N=NC1N1CC=2C=C(C=NC2CC1)NC1=C(C=NC=C1)C)C#N